FC(C(F)(F)F)(F)C=1C=C(C=2C=CC=3N(C2N1)C=C(N3)C=3OC=NN3)C3CNCC3 2-[2-(1,1,2,2,2-pentafluoroethyl)-4-(pyrrolidin-3-yl)imidazo[1,2-a]1,8-naphthyridin-8-yl]-1,3,4-oxadiazole